N-[(1S)-1-(dicyclopropylmethyl)-2-[[5-(3,5-dimethyl-1H-pyrazol-4-yl)-6-fluoro-2-pyridyl]amino]-2-oxo-ethyl]-2-isopropyl-pyrazole-3-carboxamide C1(CC1)C([C@@H](C(=O)NC1=NC(=C(C=C1)C=1C(=NNC1C)C)F)NC(=O)C=1N(N=CC1)C(C)C)C1CC1